alpha-methyl-2-(trifluoromethyl)-benzyl alcohol CC(C1=C(C=CC=C1)C(F)(F)F)O